4-(((R)-7-((2s,4R)-2-(2,5-difluorophenyl)-4-(methylamino)piperidine-1-carbonyl)-7-azaspiro[4.5]dec-10-yl)methyl)morpholin-3-one FC1=C(C=C(C=C1)F)[C@H]1N(CC[C@H](C1)NC)C(=O)N1CC2(CCCC2)[C@@H](CC1)CN1C(COCC1)=O